Cl[Si](OC)(OC)OC chlorotrimethyloxysilane